3,4'-diamino-5-methylbenzophenone NC=1C=C(C(=O)C2=CC=C(C=C2)N)C=C(C1)C